(Z)-9-hexadecen-aldehyde C(CCCCCCC\C=C/CCCCCC)=O